1-((1R,4S)-2-azabicyclo[2.2.1]hept-5-en-2-yl)-2-(2-bromo-5-methoxy-1H-indol-3-yl)ethan-1-one [C@H]12N(C[C@H](C=C1)C2)C(CC2=C(NC1=CC=C(C=C21)OC)Br)=O